(cis)-allyl 4-(2-(2,2-difluoroethyl)-6,6-difluorohexahydropyrrolo[3,2-c]pyrazol-1(2H)-yl)-2,2-dimethylbutyrate FC(CN1N([C@@H]2[C@H](C1)NCC2(F)F)CCC(C(=O)OCC=C)(C)C)F